C(CCCCCCCCCCCCCCC)(=O)OC[C@@H](OC(CCCCCCCCCCCCCCC)=O)COP(=O)([O-])OCC[N+](C)(C)C 1,2-dipalmitoylsn-glycero-3-phosphocholine